5-(6-cyclopropylpyridin-3-yl)-2-(2-methylpyridin-4-yl)-1H-indole C1(CC1)C1=CC=C(C=N1)C=1C=C2C=C(NC2=CC1)C1=CC(=NC=C1)C